5-isopropyl-3,8-dimethyl-azulen-1-yl-(4-chlorophenyl)sulfane C(C)(C)C1=CC2=C(C=C(C2=C(C=C1)C)SC1=CC=C(C=C1)Cl)C